FCC1(CC1)CNC1=C(C=CC(=N1)C(=O)OCC)N Ethyl 6-(((1-(fluoromethyl) cyclopropyl) methyl) amino)-5-aminopicolinate